C1OCC12CCN(CC2)CCNC(C2=CN=C(C(=C2)NC2=NN(C1=NC(=NC=C12)NC=1C=NN(C1)C)C)C)=O N-(2-(2-oxa-7-azaspiro[3.5]nonan-7-yl)ethyl)-6-methyl-5-((1-methyl-6-((1-methyl-1H-pyrazol-4-yl)amino)-1H-pyrazolo[3,4-d]pyrimidin-3-yl)amino)nicotinamide